BrC1=CC=C(C=C1)\C=C\1/C(N(C(S1)=S)C(C(=O)O)C(C)C)=O 2-[(5E)-5-[(4-bromophenyl)methylidene]-4-oxo-2-sulfanylidene-1,3-thiazolidin-3-yl]-3-methylbutanoic acid